(4-benzhydrylpiperazin-1-yl)(5-(trifluoromethyl)pyridin-3-yl)methanone C(C1=CC=CC=C1)(C1=CC=CC=C1)N1CCN(CC1)C(=O)C=1C=NC=C(C1)C(F)(F)F